FC(C=1C=C(C=C(C1)C(F)(F)F)C1=NN(C=N1)\C=C/C(=O)NN1CCC(=CC1=O)OC)(F)F (Z)-3-(3-(3,5-bis(trifluoromethyl)phenyl)-1H-1,2,4-triazol-1-yl)-N-(4-methoxy-6-oxo-3,6-dihydropyridin-1(2H)-yl)acrylamide